3-(6-((2R,4R)-4-((5-cyclopropyl-3-(2,6-difluorophenyl)isoxazol-4-yl)methoxy)-2-methylpiperidin-1-yl)pyridin-3-yl)-1,2,4-oxadiazol-5(4H)-one C1(CC1)C1=C(C(=NO1)C1=C(C=CC=C1F)F)CO[C@H]1C[C@H](N(CC1)C1=CC=C(C=N1)C1=NOC(N1)=O)C